1-chloroethyl-triphenylphosphine chloride [Cl-].ClC(C)C1=C(C=CC=C1)P(C1=CC=CC=C1)C1=CC=CC=C1